4-(2-(6-(2-fluorophenyl)-4-hydroxy-1,1-dioxido-1,2,6-thiadiazinan-2-yl)acetamido)adamantane-1-carboxamide FC1=C(C=CC=C1)N1CC(CN(S1(=O)=O)CC(=O)NC1C2CC3(CC(CC1C3)C2)C(=O)N)O